FC1=CC(=C(C=C1)O)C1=NC2=CC(=C(C=C2C(=N1)N[C@@H]1CNC[C@H]1C(C)(C)O)OC)OC 4-Fluoro-2-(4-{[(3s,4r)-4-(1-Hydroxy-1-Methylethyl)pyrrolidin-3-Yl]amino}-6,7-Dimethoxyquinazolin-2-Yl)phenol